5-((5-(4-(3-cyclopropyl-4-(7-(piperazin-1-yl)quinoxalin-2-yl)-1H-pyrazol-1-yl)piperidin-1-yl)-5-oxopentyl)amino)-2-(2,6-dioxopiperidin-3-yl)isoindoline-1,3-dione C1(CC1)C1=NN(C=C1C1=NC2=CC(=CC=C2N=C1)N1CCNCC1)C1CCN(CC1)C(CCCCNC=1C=C2C(N(C(C2=CC1)=O)C1C(NC(CC1)=O)=O)=O)=O